BrC1=C(OC=2C(=NC=CC2)OCC(=O)OCC#N)C=C(C(=C1)F)N1C(N(C(=CC1=O)C(F)(F)F)C)=O cyanomethyl [(3-{2-bromo-4-fluoro-5-[3-methyl-2,6-dioxo-4-(trifluoromethyl)-3,6-dihydropyrimidin-1(2H)-yl]phenoxy}pyridin-2-yl)oxy]acetate